Cl.NC\C=C(\CN1C=NC2=C1C=C(C=C2C2=CC=NN2CC)C#N)/F (Z)-1-(4-amino-2-fluoro-but-2-en-1-yl)-4-(1-ethyl-1H-pyrazol-5-yl)-1H-benzo[d]imidazole-6-carbonitrile hydrochloride